4-[(Z)-1-(1-Naphthyl)-1-propenyl]-1H-imidazole C1(=CC=CC2=CC=CC=C12)/C(=C/C)/C=1N=CNC1